C1=CC=CC=2C3=CC=CC=C3C(C12)COC(=O)NOCC(=O)O (((((9H-fluoren-9-yl)methoxy)carbonyl)amino)oxy)acetic acid